2-[[4-[[2-(6-methyl-2-pyridyl)pyrrolo[2,1-f][1,2,4]triazin-4-yl]amino]pyrimidin-2-yl]amino]thiazole-4-carboxylic acid CC1=CC=CC(=N1)C1=NN2C(C(=N1)NC1=NC(=NC=C1)NC=1SC=C(N1)C(=O)O)=CC=C2